C(=O)(OC(C)(C)C)NC1CC(CC1)=O 3-(BOC-amino)cyclopentanone